2-(3-acetyl-1H-indazol-1-yl)-N-(2-((3-chloro-2-fluorophenylmethyl)amino)-2-oxoethyl)-N-(trans-3-hydroxycyclobutyl)acetamide C(C)(=O)C1=NN(C2=CC=CC=C12)CC(=O)N([C@@H]1C[C@H](C1)O)CC(=O)NCC1=C(C(=CC=C1)Cl)F